(3S,7aR,9S,11aR)-3-isopropyl-9-[[(3R)-3-piperidyl]methyl-[[4-(trifluoromethyl)phenyl]methyl]amino]-3,6,7,7a,8,9,10,11-octahydro-2H-oxazolo[2,3-j]quinolin-5-one C(C)(C)[C@H]1CO[C@@]23CC[C@@H](C[C@H]3CCC(N21)=O)N(CC2=CC=C(C=C2)C(F)(F)F)C[C@H]2CNCCC2